Cl.NC1CCC(C(C1)O)C 5-amino-(trans)-2-methylcyclohexanol hydrochloride